C(CC(=O)OC)(=O)OC1=CC(=NC=C1F)OC.[Na].[Na] disodium (5-fluoro-2-methoxypyridin-4-yl) (methyl) malonate